3,3,5-trihydroxyvaleric acid OC(CC(=O)O)(CCO)O